FC=1C=C2C(=NC1)NC=C2C=2N=C(C1=C(N2)N(C=C1)C)NC1C(C2CCC1CC2)C(=O)O (+/-)-trans-3-((2-(5-fluoro-1H-pyrrolo[2,3-b]pyridin-3-yl)-7-methyl-7H-pyrrolo[2,3-d]pyrimidin-4-yl)amino)bicyclo[2.2.2]octane-2-carboxylic acid